FC(C=1C=CC=2N(N1)C(=CN2)C2=CC(=NC=N2)N2CC(CCC2)C#N)F 1-(6-(6-(difluoromethyl)imidazo[1,2-b]pyridazin-3-yl)pyrimidin-4-yl)piperidine-3-carbonitrile